(S)-2-methyl-N-((S)-1-(6-(trifluoromethyl)pyridin-3-yl)ethyl)propane-2-sulfinamide CC(C)(C)[S@](=O)N[C@@H](C)C=1C=NC(=CC1)C(F)(F)F